(3R)-1-(5-(4-cyclopropyl-3-fluorophenyl)-2,3-dihydro-1H-inden-1-yl)-pyrrolidine-3-carboxylic acid methyl ester COC(=O)[C@H]1CN(CC1)C1CCC2=CC(=CC=C12)C1=CC(=C(C=C1)C1CC1)F